ClC1=NC=CC=2N1C=C(N2)C(=O)OCC ethyl 5-chloroimidazo[1,2-c]pyrimidine-2-carboxylate